2-(2-naphthyl)-4-[[phenylmethylsulfonyl]oxy]-5-amino-3(2H)-furanone C1=C(C=CC2=CC=CC=C12)C1OC(=C(C1=O)OS(=O)(=O)CC1=CC=CC=C1)N